CC=1C=C(C#N)C=CC1 3-methylbenzonitrile